3-methyl-indoline-3-carboxylic acid methyl ester COC(=O)C1(CNC2=CC=CC=C12)C